6-(2,6-Dichlorophenyl)-2-[(4-Fluoro-3-Methylphenyl)amino]-8-Methylpyrido[2,3-D]pyrimidin-7(8h)-One ClC1=C(C(=CC=C1)Cl)C1=CC2=C(N=C(N=C2)NC2=CC(=C(C=C2)F)C)N(C1=O)C